2-amino-6-borono-2-(3-(4-(4-fluorobenzoyl)piperidin-1-yl)propyl)hexanoic acid NC(C(=O)O)(CCCCB(O)O)CCCN1CCC(CC1)C(C1=CC=C(C=C1)F)=O